ClC1=CC=C(CN2C(=NC3=CC=CC=C3C2=O)\C=C\C=2C=NC=CC2)C=C1 (E)-3-(4-chlorobenzyl)-2-(2-(pyridine-3-yl)vinyl)quinazolin-4(3H)-one